N1-(6-(2,6-dimethylmorpholino)-2-methylpyridin-3-yl)cyclohexane-1,4-diamine CC1OC(CN(C1)C1=CC=C(C(=N1)C)NC1CCC(CC1)N)C